C(C(O)C)(=O)[O-].C[N-]C dimethylamide lactate